FC=1C=[N+](C=C(C1)C(=O)OC)[O-] 3-fluoro-5-(methoxycarbonyl)pyridine-1-oxide